N-(5-((6-(1-methyl-1H-pyrazol-4-yl)pyrazolo[1,5-a]pyrazin-4-yl)oxy)bicyclo[3.1.1]heptan-1-yl)acrylamide CN1N=CC(=C1)C=1N=C(C=2N(C1)N=CC2)OC21CCCC(C2)(C1)NC(C=C)=O